(Z)-2-(benzo[d]thiazol-6-ylamino)-5-(quinolin-7-ylmethylene)-3,5-dihydro-4H-imidazol-4-one S1C=NC2=C1C=C(C=C2)NC2=N\C(\C(N2)=O)=C/C2=CC=C1C=CC=NC1=C2